CC1=NN(C2=NC=NC(=C21)N)C(C)C2=NN(C1=CC(=CC=C21)C)C=2C=NC=CC2 methyl-1-(1-(6-methyl-1-(pyridin-3-yl)-1H-indazol-3-yl)ethyl)-1H-pyrazolo[3,4-d]pyrimidin-4-amine